C(C)(C)(C)OC(=O)N(C1=NC=CC(=C1)C=1OC=C(N1)C(=O)NC=1C(=NN(C1)C1=CC=C(C(=O)O)C=C1)C(F)F)CC(F)(F)F 4-[4-[[2-[2-[tert-butoxycarbonyl(2,2,2-trifluoroethyl)amino]-4-pyridyl]oxazole-4-carbonyl]amino]-3-(difluoromethyl)pyrazol-1-yl]benzoic acid